diethyl 2-(((1r,4r)-4-(6-(cyclopropylmethoxy)-5-nitro-2H-indazol-2-yl)cyclohexyl)oxy)malonate C1(CC1)COC=1C(=CC2=CN(N=C2C1)C1CCC(CC1)OC(C(=O)OCC)C(=O)OCC)[N+](=O)[O-]